C1(CC1)C=1C=C(C(=NC1)C1=NN=C(C2=CC=CC=C12)N[C@H]1CN(CCC1)C)OCOCC (R)-4-(5-cyclopropyl-3-(ethoxymethoxy)pyridin-2-yl)-N-(1-methylpiperidin-3-yl)phthalazin-1-amine